ClC=1C=C(C=CC1F)[C@@H]1CN2[C@H](CO1)CN(CC2)C(=O)C2=C(C(=CC=C2)C2=C(C=NC=C2)C)Cl [(3R,9aS)-3-(3-chloro-4-fluoro-phenyl)-3,4,6,7,9,9a-hexahydro-1H-pyrazino[2,1-c][1,4]oxazin-8-yl]-[2-chloro-3-(3-methyl-4-pyridyl)phenyl]methanone